C(C)(C)C1=CC(=NN1)NC1=CN=CC(=N1)OC1CC(N(CC1)C(=O)OC(C)(C)C)C tert-butyl 4-((6-((5-isopropyl-1H-pyrazol-3-yl)amino)pyrazin-2-yl)oxy)-2-methylpiperidine-1-carboxylate